3-methyl-5-(((2-(4-methylpiperazin-1-yl)benzyl)(phenethyl)amino)methyl)benzofuran-2-carboxylic acid CC1=C(OC2=C1C=C(C=C2)CN(CCC2=CC=CC=C2)CC2=C(C=CC=C2)N2CCN(CC2)C)C(=O)O